IC1=CS(C=C1)=O 3-Iodothiophene 1-oxide